COC(=O)C=1C=CC2=C(N(C(=N2)CN2CCC(CC2)C2=NC(=CC=C2)OCC2=C(C=C(C=C2)C(N(C)OC)=O)F)C[C@H]2OCC2)C1 (S)-2-((4-(6-((2-fluoro-4-(methoxy(methyl)carbamoyl)benzyl)oxy)pyridine-2-yl)piperidin-1-yl)methyl)-1-(oxetan-2-ylmethyl)-1H-benzo[d]imidazole-6-carboxylic acid methyl ester